4-(2-{5-[(7R)-7-amino-2-azabicyclo[2.2.1]heptane-2-carbonyl]-7-methoxy-1-methyl-1H-1,3-benzodiazol-2-yl}-1-(cyclopropylmethyl)-1H-pyrrolo[2,3-b]pyridin-6-yl)-1,2-dihydropyridin-2-one N[C@H]1C2N(CC1CC2)C(=O)C2=CC1=C(N(C(=N1)C1=CC=3C(=NC(=CC3)C3=CC(NC=C3)=O)N1CC1CC1)C)C(=C2)OC